ethyl 4-(3-oxoisothiazol-2(3H)-yl)benzoate O=C1N(SC=C1)C1=CC=C(C(=O)OCC)C=C1